COC=1C=C(C=CC1OC)C1=C(C(=NN1C1=CC=C(C=C1)F)C(F)(F)F)C#N 5-(3,4-dimethoxyphenyl)-1-(4-fluorophenyl)-3-trifluoromethyl-1H-pyrazole-4-carbonitrile